C(C1=CC=CC=C1)OC=1C=C(C=CC1)C(C(=O)OC)(CCCC(CO)(C)C)C methyl 2-(3-(benzyloxy)phenyl)-7-hydroxy-2,6,6-trimethylheptanoate